CC1=CC=NN1CC12CC3(CC(CC(C1)C3)C2)SC 5-methyl-1-{[3-(methylsulfanyl)tricyclo[3.3.1.13,7]dec-1-yl]methyl}-1H-pyrazole